[Si](C)(C)(C(C)(C)C)OC(CC(=O)SCCOP(=O)(OCCSC(CC(C)(O[Si](C)(C)C(C)(C)C)C)=O)CC1=CC2=C(SC(=C2)C(=O)OC2=C(C(=C(C(=C2F)F)F)F)F)C=C1)(C)C perfluorophenyl 5-((bis(2-((3-((tert-butyldimethylsilyl)oxy)-3-methylbutanoyl) thio)ethoxy)phosphoryl) methyl)benzo[b]thiophene-2-carboxylate